N-(2-cyano-3-iodophenyl)propane-1-sulfonamide C(#N)C1=C(C=CC=C1I)NS(=O)(=O)CCC